CC1=CC=C(C=C1)S(=O)(=O)\N=C/1\C2(C(C(=NN2C2=CC=CC=C2)C2=CC=CC=C2)C2=CC=CC=C2)C=C(O1)C1=CC=CC=C1 (Z)-4-methyl-N-(1,3,4,8-tetraphenyl-7-oxa-1,2-diazaspiro[4.4]nona-2,8-dien-6-ylidene)benzenesulfonamide